4,4'-terphenyl-dicarboxylic acid C1(=CC=C(C=C1)C(=O)O)C=1C(=CC(=CC1)C(=O)O)C1=CC=CC=C1